OC1=C(C(=CC=C1)C=CCCC)CO 1-hydroxy-2-hydroxymethyl-3-pent-1-enylbenzene